C1(CCC(=O)O1)=O succinic acid, anhydride